FC(C(=O)O)(F)F.N[C@@H]1CN(CCC1(F)F)C(=O)[C@@H]1[C@H](C1)C1=C(C=CC=C1)C1=C(C=CC=C1F)F [(3R)-3-amino-4,4-difluoropiperidin-1-yl][(1S,2S)-2-(2',6'-difluoro[1,1'-biphenyl]-2-yl)cyclopropyl]methanone trifluoroacetate